(2S,4R)-4-((tert-butyldimethylsilyl)oxy)-2-methylpyrrolidine [Si](C)(C)(C(C)(C)C)O[C@@H]1C[C@@H](NC1)C